BrCC=1C=CC(=C(C(=O)OC)C1)S(NC(C)(C)C)(=O)=O Methyl 5-(bromomethyl)-2-(N-(tert-butyl)sulfamoyl)benzoate